Cl.NC1CN(CC1)C(\C=C\C1=CC=C(C=C1)Br)=O (2E)-1-(3-aminopyrrolidin-1-yl)-3-(4-bromophenyl)prop-2-en-1-one hydrochloride